COC([C@H](C[C@H]1C(NCCC1)=O)NC([C@H](CC1CC1)NC(=O)C=1NC(=CC1)C(F)(F)F)=O)=O (S)-methyl-2-((S)-3-cyclopropyl-2-(5-(trifluoromethyl)-1H-pyrrole-2-carboxamido)propanamido)-3-((S)-2-oxopiperidin-3-yl)propanoate